(R)-N-(8-(6-chloro-5-(2,3-dichlorobenzoyl)pyrazin-2-yl)-2,2-difluoro-8-azaspiro[4.5]decan-1-yl)-2-methylpropane-2-sulfinamide ClC1=C(N=CC(=N1)N1CCC2(CCC(C2N[S@](=O)C(C)(C)C)(F)F)CC1)C(C1=C(C(=CC=C1)Cl)Cl)=O